1-((6-Methylpyridin-3-yl)methyl)-5-nitro-1H-indazole CC1=CC=C(C=N1)CN1N=CC2=CC(=CC=C12)[N+](=O)[O-]